N-((1r,4r)-4-aminocyclohexyl)-4-(1,1-dioxido-4-oxo-1,2,5-thiadiazolidin-2-yl)-3-fluoro-5-hydroxybenzamide NC1CCC(CC1)NC(C1=CC(=C(C(=C1)O)N1S(NC(C1)=O)(=O)=O)F)=O